SC(CSSCC(CS)S)CS bis(2,3-dimercaptopropanyl) disulfide